diphenylmethylene(cyclopentadienyl)(2,7-dimethylfluoren-9-yl)hafnium C1(=CC=CC=C1)C(C1=CC=CC=C1)=[Hf](C1C2=CC(=CC=C2C=2C=CC(=CC12)C)C)C1C=CC=C1